C(C)(=O)OCC=1OC2=C(C1)C=C(C=C2C2=CC(=CC=C2)CNC(=O)OC(C)(C)C)COC2=C(C=CC=C2)CC(=O)OCCCC butyl 2-(2-((2-(acetoxymethyl)-7-(3-(((tert-butoxycarbonyl)amino)methyl)phenyl)benzofuran-5-yl)methoxy)phenyl)acetate